ClC=1C=C2C(=CC(=NC2=CC1)C(F)(F)F)N[C@@H]1C[C@@H](CCC1)NC(=O)C=1C=NC(=CC1)F N-[(1R,3S)-3-{[6-chloro-2-(trifluoromethyl)quinolin-4-yl]amino}cyclohexyl]-6-fluoropyridine-3-carboxamide